1-((2-(Trimethylsilyl)ethoxy)methyl)-1H-indazole-5-carboxylate C[Si](CCOCN1N=CC2=CC(=CC=C12)C(=O)[O-])(C)C